CC1(OC2=CC=CC=C2[C@@H](C1)NC(=O)[C@H]1[C@@H](C1)C(N1C(NC(CC1=O)(C)C)=[NH2+])C=1C=NC=C(C1)OC)C [1-[[(1R,2R)-2-[[(4R)-2,2-dimethylchroman-4-yl]carbamoyl]cyclopropyl]-(5-methoxy-3-pyridyl)methyl]-4,4-dimethyl-6-oxo-hexahydropyrimidin-2-ylidene]ammonium